(3E,7E)-4,8,12-trimethyltrideca-1,3,7,11-tetraene C\C(=C/C=C)\CC\C=C(\CCC=C(C)C)/C